3-fluoroazetidine-1-carboxylate FC1CN(C1)C(=O)[O-]